N\C(=N/C(=N/S(=O)(=O)C1=CC=C(C=C1)C(F)(F)F)/N1N=C(C(CC1)C1=CC=CC=C1)C1=CC=C(C=C1)F)\C1=NC=CC=C1 (Z)-N-((Z)-amino(pyridin-2-yl)methylene)-3-(4-fluorophenyl)-4-phenyl-N'-((4-(trifluoromethyl)phenyl)sulfonyl)-5,6-dihydropyridazine-1(4H)-carboximidamide